2-chlorobenzenethiol ClC1=C(C=CC=C1)S